tert-butyl (2S)-3-methyl-2-[methyl-[3-[(E)-2-methylsulfonylvinyl]cyclobutanecarbonyl]amino]butanoate CC([C@@H](C(=O)OC(C)(C)C)N(C(=O)C1CC(C1)\C=C\S(=O)(=O)C)C)C